2,2'-(1,4-phenylene)diethanol methyl-5-(4-(tert-butoxycarbonyl)-2-(2-chloro-3-fluorophenyl)piperazin-1-yl)pyrazine-2-carboxylate CC=1C(=NC=C(N1)N1C(CN(CC1)C(=O)OC(C)(C)C)C1=C(C(=CC=C1)F)Cl)C(=O)OCCC1=CC=C(C=C1)CCO